FC1(CN(C1)CCC=1C(=NC(N(C1)[C@H](C(=O)O)CC(C)C)=O)C(C)C)C (S)-2-(5-(2-(3-fluoro-3-methylazetidin-1-yl)ethyl)-4-isopropyl-2-oxopyrimidin-1(2H)-yl)-4-methylpentanoic acid